CC1=C(C=CC=C1C)C1CC2(C1)CCN(CC2)C(=O)C2CC1(C2)NC(CC1)=O (2r,4s)-2-[2-(2,3-dimethylphenyl)-7-azaspiro[3.5]nonane-7-carbonyl]-5-azaspiro[3.4]octan-6-one